2-(4-chlorophenyl)-4,6-biphenyl ClC1=CC=C(C=C1)C1=CC=CC(=C1)C1=CC=CC=C1